NC=1C2=C(N=C(N1)Cl)N(C=C2C2=CC=CC=C2)[C@H]2[C@@H]([C@@H]([C@H](C2)CN(C)CCCNCCC2=CC=C(C=C2)F)O)O (1R,2s,3R,5R)-3-(4-amino-2-chloro-5-phenyl-7H-pyrrolo[2,3-d]pyrimidin-7-yl)-5-(((3-((4-fluorophenethyl)amino)propyl)(methyl)amino)methyl)cyclopentane-1,2-diol